1-((1r,2r)-2-hydroxy-4,4-dimethyl-1,2,3,4-tetrahydronaphthalen-1-yl)-3-(5-methyl-2-phenyl-6-(2-(trifluoromethyl)pyrimidin-5-yl)pyridin-3-yl)urea O[C@H]1[C@@H](C2=CC=CC=C2C(C1)(C)C)NC(=O)NC=1C(=NC(=C(C1)C)C=1C=NC(=NC1)C(F)(F)F)C1=CC=CC=C1